C12CNCC(CC1)N2C(CCOC)=O 1-(3,8-diazabicyclo[3.2.1]octan-8-yl)-3-methoxypropan-1-one